[4-formamido-2-[[(1S)-1-methyl-2-(1-methyl-2,2-diphenyl-ethoxy)-2-oxo-ethyl]carbamoyl]-3-pyridyl]oxymethyl 2-methylpropanoate CC(C(=O)OCOC=1C(=NC=CC1NC=O)C(N[C@H](C(=O)OC(C(C1=CC=CC=C1)C1=CC=CC=C1)C)C)=O)C